CC(CCN1C[C@@H](CCC1)N1C(NC2=C1C=C(C(=C2)C=2C=C(C=1N(C2)N=CN1)C)C)=O)(C)C (R)-1-(1-(3,3-Dimethylbutyl)piperidin-3-yl)-6-methyl-5-(8-methyl-[1,2,4]triazolo[1,5-a]pyridin-6-yl)-1,3-dihydro-2H-benzo[d]imidazol-2-on